N-methyl-3-(1-methylimidazol-4-yl)-4-[[(1S)-1-phenylethyl]amino]benzenesulfonamide Tantalum [Ta].CNS(=O)(=O)C1=CC(=C(C=C1)N[C@@H](C)C1=CC=CC=C1)C=1N=CN(C1)C